ClC(=O)OCCS(=O)(=O)C 2-(methyl sulphonyl)ethyl chloroformate